NC1=NC=C(C=N1)C#CC1=C(C(=O)N[C@H](CO)CCOC(F)(F)F)C=CC(=C1)OC(F)F [2-(2-aminopyrimidin-5-yl)ethynyl]-4-(difluoromethoxy)-N-[(2S)-1-hydroxy-4-(trifluoromethoxy)butan-2-yl]benzamide